N1=CC(=CC=C1)C1=CN=C2C(=N1)N(C(CN2)=O)CCC2CCOCC2 7-(pyridin-3-yl)-1-(2-(tetrahydro-2H-pyran-4-yl)ethyl)-3,4-dihydropyrazino[2,3-b]pyrazin-2(1H)-one